C(#N)C1=NC=CC(=C1)CNC(=O)NC1C(CC(CC1)(C)C)C 1-[(2-cyanopyridin-4-yl)methyl]-3-(2,4,4-trimethylcyclohexyl)urea